ON=CC1=C2C=CNC2=CC=C1OC=1C=C(C=CC1)C=1NC(=CN1)C(=O)C=1C=C(C=CC1)CCC(=O)OC methyl 3-(3-(2-(3-((4-((hydroxyimino)methyl)-1H-indol-5-yl)oxy)phenyl)-1H-imidazole-5-carbonyl)phenyl)propanoate